FC=1C(=CC(=C(C#N)C1)C1=CC(=NO1)CN1C(=NC(=C(C1=O)CC)CC)CC)OC 5-Fluoro-4-methoxy-2-(3-((2,4,5-triethyl-6-oxopyrimidin-1(6H)-yl)methyl)isoxazol-5-yl)benzonitrile